C(#N)C1=CN=C2N1C(=CC(=C2)C=2C=NN(C2C)C2CN(C2)C(=O)OC(C)(C)C)O[C@H](C)C2=NC=CC=C2 tert-Butyl 3-[4-[3-cyano-5-[(1R)-1-(2-pyridyl)ethoxy] imidazo[1,2-a]pyridin-7-yl]-5-methyl-pyrazol-1-yl]azetidine-1-carboxylate